6-(6-(2,2,2-trifluoroethoxy)imidazo[1,2-a]pyrazin-3-yl)-N-((3R,4S)-4-(trifluoromethyl)pyrrolidin-3-yl)pyridin-2-amine FC(COC=1N=CC=2N(C1)C(=CN2)C2=CC=CC(=N2)N[C@H]2CNC[C@@H]2C(F)(F)F)(F)F